N1C(=NC2=C1C=CC=C2)CNC2=NN(C1=NC(=CN=C12)C1CC1)C1CCC(CC1)O 4-(3-{[(1H-benzimidazol-2-yl)methyl]amino}-6-cyclopropyl-1H-pyrazolo[3,4-b]pyrazin-1-yl)cyclohexan-1-ol